tert-butyl (oxazol-5-ylmethyl)carbamate O1C=NC=C1CNC(OC(C)(C)C)=O